1,3-dichloro-1,3,5-triazinan-2,4,6-trione ClN1C(N(C(NC1=O)=O)Cl)=O